N1(CCOCC1)C(=N)N morpholinamidine